[IH2+].C(CCCCCCCCCCC)C1=C(C=CC=C1)CCCCCCCCCCCC didodecylbenzene iodonium salt